N'-((1',5',6',7'-tetrahydro-2'H-spiro[cyclopropane-1,3'-dicyclopenta[b,e]pyridin]-8'-yl)carbamoyl)-1H-pyrazole-3-sulfonimidamide C1CC2(C3=NC4=C(C(=C31)NC(=O)N=S(=O)(N)C3=NNC=C3)CCC4)CC2